C(#N)C1=C(C=C(C=N1)NC(C(C(=O)OCC)(O)O)=O)C(F)(F)F ethyl 3-((6-cyano-5-(trifluoromethyl)pyridin-3-yl)amino)-2,2-dihydroxy-3-oxopropanoate